OC=1C(=CC2=CC=CC=C2C1)C(=O)NN 3-Hydroxy-2-naphthoyl-hydrazine